2-Methylpropan-2-aminium CC(C)(C)[NH3+]